N[C@H](C(=O)OC)CC1=CC=CC=C1 methyl (S)-2-amino-3-phenylpropanoate